ClC1=C(C#N)C=CC(=C1)C(F)(F)F 2-chloro-4-(trifluoromethyl)benzonitrile